N,N,N',N'-tetramethylphenylenediamine CN(C1=C(C=CC=C1)N(C)C)C